C1=CC=C(C=C1)NBr bromoaniline